C(C)(C)(C)OC(=O)N1CC(C1)N1C=C(C2=C1N=CN=C2Cl)C2=C(C=C(C=C2)N)F 3-(5-(4-amino-2-fluorophenyl)-4-chloro-7H-pyrrolo[2,3-d]pyrimidin-7-yl)azetidine-1-carboxylic acid tert-butyl ester